cysteinoyl alcohol N[C@@H](CS)C(=O)O